C(CCCCCCC\C=C/CCCCCCCC)NC1=NC(=NC(=N1)Cl)Cl 2-oleylamino-4,6-dichloro-1,3,5-triazine